C1=CC(=C2C(=C1)OC3=C(N2)C4=C(C(=C3)[O-])NC(=CC4=O)C(=O)O)C(=O)CC(C(=O)[O-])[NH3+] The molecule is conjugate base of 5,12-dihydroxanthommatin having anionic carboxy groups and a protonated primary amino group. It is a conjugate base of a 5,12-dihydroxanthommatin.